BrC1=C(NC=2C=CN=C(C2C1=O)C(=O)N)C1=C(C=C(C=C1)C(C)(C)C)C 3-bromo-2-(4-tert-butyl-2-methyl-phenyl)-4-oxo-1H-1,6-naphthyridine-5-carboxamide